C\C(=C/COC1=CC=C(C=C1)/C=C(/CO)\C)\CCC=C(C)C (2E)-3-(4-{[(2E)-3,7-dimethylocta-2,6-dien-1-yl]oxy}phenyl)-2-methylprop-2-en-1-ol